C(C)(=O)N1CCC(CC1)N(C(=O)OC(C)(C)C)CC1=C(C=C(C=C1)C1=NC=CC(=C1Cl)C=1C(=C(C=CC1)C1=CC=C(C(=N1)OC)CNCCC(=O)O)Cl)OC 3-[[6-[3-[2-[4-[[(1-acetyl-4-piperidyl)-tert-butoxycarbonyl-amino]methyl]-3-methoxy-phenyl]-3-chloro-4-pyridyl]-2-chloro-phenyl]-2-methoxy-3-pyridyl]methylamino]propanoic acid